C(C)(C)OC1=NC=CC=C1 isopropyloxypyridin